N-([1,1'-biphenyl]-4-ylmethyl)-5-chloro-3-isopropylpyrazolo[1,5-a]pyrimidin-7-amine C1(=CC=C(C=C1)CNC1=CC(=NC=2N1N=CC2C(C)C)Cl)C2=CC=CC=C2